4-amino-7-fluoro-8-(1-methyl-1H-1,2,3-triazol-5-yl)-N-propylisoquinoline-3-carboxamide NC1=C(N=CC2=C(C(=CC=C12)F)C1=CN=NN1C)C(=O)NCCC